4-((2-(2-Hydroxyethyl)-1-oxo-3-(trifluoromethyl)-1,2,3,4-tetrahydroisoquinolin-3-yl)amino)benzonitrile OCCN1C(C2=CC=CC=C2CC1(C(F)(F)F)NC1=CC=C(C#N)C=C1)=O